cyclohexyl α-hydroxymethylacrylate OCC(C(=O)OC1CCCCC1)=C